N-(1-ethoxyethyl)isobutylamide C(C)OC(C)[N-]CC(C)C